2-(2-Methyl-6-(4-(1-methylpiperidin-4-yl)phenyl)-4-oxoquinazolin-3(4H)-yl)-2-phenyl-N-(thiazol-2-yl)acetamide CC1=NC2=CC=C(C=C2C(N1C(C(=O)NC=1SC=CN1)C1=CC=CC=C1)=O)C1=CC=C(C=C1)C1CCN(CC1)C